C1(CC1)COC1=C(C=CC(=N1)C(=O)N[C@H](C(=O)O)CC(C)C)N1CCCC1 (S)-2-(6-(cyclopropylmethoxy)-5-(pyrrolidin-1-yl)pyridine-amido)-4-methylpentanoic acid